2-amino-N-(1-(8-chloro-5-(3-cyano-3-methylpyrrolidin-1-yl)imidazo[1,5-a]pyridin-6-yl)ethyl)pyrazolo[1,5-a]pyrimidine-3-carboxamide trifluoroacetate salt FC(C(=O)O)(F)F.NC1=NN2C(N=CC=C2)=C1C(=O)NC(C)C=1C=C(C=2N(C1N1CC(CC1)(C)C#N)C=NC2)Cl